1-(tert-butyl) 2-methyl (2S,5R)-5-cyanopyrrolidine-1,2-dicarboxylate C(#N)[C@H]1CC[C@H](N1C(=O)OC(C)(C)C)C(=O)OC